Bromo-4-(bromomethyl)-2-methoxybenzene BrC1=C(C=C(C=C1)CBr)OC